C(C1=CC=CC=C1)N1C(C(=NC2=CC=CC=C12)[Si](C)(C)C(C)(C)C)=O 1-benzyl-3-(tert-butyldimethylsilyl)quinoxalin-2(1H)-one